11-methyl-tetradecanoic acid CC(CCCCCCCCCC(=O)O)CCC